(3-(6-chloro-1H-indol-7-yl)-1-methyl-1,2,5,6-tetrahydropyridin-2-yl)methanol ClC1=CC=C2C=CNC2=C1C=1C(N(CCC1)C)CO